(S)-((R)-1-(3-(tert-butoxycarbonylamino)phenyl)-3-(3,4-dimethoxyphenyl)propyl) 1-(4-(acryloyloxy)-3,3-dimethyl-2-oxobutanoyl)piperidine-2-carboxylate C(C=C)(=O)OCC(C(C(=O)N1[C@@H](CCCC1)C(=O)O[C@H](CCC1=CC(=C(C=C1)OC)OC)C1=CC(=CC=C1)NC(=O)OC(C)(C)C)=O)(C)C